C(C(C)C)C1(NC(CCCCC1)(CC(C)C)CC(C)C)CC(C)C 2,2,8,8-tetraisobutyl-azocane